[O].C(CC)[Te](CCCCC)(CCCCC)CCC dipropyl-diamyl-tellurium oxygen